O1CC(C1)NC1=NC=C(C=N1)COC1=CC=C(C=C1)C=1C=C(C(NC1C(F)(F)F)=O)C(=O)N 5-(4-((2-(oxetan-3-ylamino)pyrimidin-5-yl)methoxy)phenyl)-2-oxo-6-(trifluoromethyl)-1,2-dihydropyridine-3-carboxamide